BrC=1C=C(C=CC1C(=O)OC)N1CCN(CC1)C(=O)OC(C)(C)C tert-butyl 4-(3-bromo-4-(methoxycarbonyl) phenyl)-piperazine-1-carboxylate